C1(CCCCC1)CC=1NC(=NN1)C(=O)NC1=NC=CC(=C1)C1=C(C=CC(=C1)OCCCOC)C 5-(cyclohexylmethyl)-N-(4-(5-(3-methoxypropoxy)-2-methylphenyl)pyridin-2-yl)-4H-1,2,4-triazole-3-carboxamide